Tert-butyl N-(3-aminopropyl)-N-[3-(tert-butoxycarbonylamino)-2-[tert-butyl(dimethyl)silyl]oxy-propyl]carbamate NCCCN(C(OC(C)(C)C)=O)CC(CNC(=O)OC(C)(C)C)O[Si](C)(C)C(C)(C)C